ClC1=CC2=C(N=N1)C(=C(S2)C(=O)OC)O[Si](C(C)C)(C(C)C)C(C)C Methyl 3-chloro-7-triisopropylsilyloxythieno[3,2-c]pyridazine-6-carboxylate